C(=O)N[C@H](CC(C)C)C(=O)O N-formyl-D-leucine